CC1=NOC(=N1)C(C)NC=1C2=C(N=CN1)N=CC(=C2)C=2SC(=CN2)C N-(1-(3-methyl-1,2,4-oxadiazol-5-yl)ethyl)-6-(5-methylthiazol-2-yl)pyrido[2,3-d]pyrimidin-4-amine